COC(=O)C[C@@]1([C@H](O)[C@H](O)[C@@H](CO)O1)N1C(=S)NC(=O)C=C1 methoxycarbonylmethyl-2-thiouridine